magnesium phosphate, potassium salt [K+].P(=O)([O-])([O-])[O-].[Mg+2]